3,6-di-tert-butyl-1,8-diformylcarbazole C(C)(C)(C)C=1C=C(C=2NC3=C(C=C(C=C3C2C1)C(C)(C)C)C=O)C=O